1-beta-D-ribofuranosylpyrazole-3,4-dicarboxamide [C@@H]1([C@H](O)[C@H](O)[C@H](O1)CO)N1N=C(C(=C1)C(=O)N)C(=O)N